3-(3,3-difluorocyclobutyl)-4-oxobutanoic acid FC1(CC(C1)C(CC(=O)O)C=O)F